3-(4-(5-((6-(3,5-dichloro-phenyl)-4-(((1R,7S,8r)-8-(methyl-sulfonamido)-4-azabicyclo[5.1.0]octan-4-yl)methyl)pyridin-2-yl)oxy)pyrimidin-2-yl)piperazin-1-yl)propanoic acid ClC=1C=C(C=C(C1)Cl)C1=CC(=CC(=N1)OC=1C=NC(=NC1)N1CCN(CC1)CCC(=O)O)CN1CC[C@H]2C([C@H]2CC1)NS(=O)(=O)C